C1(CCC1)NC(=O)C1=CC2=C(C=N1)CN(C2)C2=NOC(C2)(C(F)(F)F)C2=CC(=CC(=C2)Cl)Cl N-cyclobutyl-2-(5-(3,5-dichlorophenyl)-5-(trifluoromethyl)-4,5-dihydroisoxazol-3-yl)-2,3-dihydro-1H-pyrrolo[3,4-c]pyridine-6-carboxamide